2-methyl-cyclobutyl alcohol CC1C(CC1)O